tert-butyl (4-ethoxy-3-((5-nitrothiazol-2-yl)carbamoyl)phenyl)carbamate C(C)OC1=C(C=C(C=C1)NC(OC(C)(C)C)=O)C(NC=1SC(=CN1)[N+](=O)[O-])=O